benzyl-5-amino-4-((tert-butoxy carbonyl) amino)-5-oxopentanoate C(C1=CC=CC=C1)OC(CCC(C(=O)N)NC(=O)OC(C)(C)C)=O